ethyl 3-amino-3-[1-[2-chloro-4-[(2,4-dimethoxyphenyl)methyl-(6-fluoro-2-pyridyl)sulfamoyl]-3,5-difluoro-phenyl]-3-methyl-pyrrolidin-3-yl]propanoate NC(CC(=O)OCC)C1(CN(CC1)C1=C(C(=C(C(=C1)F)S(N(C1=NC(=CC=C1)F)CC1=C(C=C(C=C1)OC)OC)(=O)=O)F)Cl)C